COC=1C=CC(=C2N=CC=NC12)N1C[C@@H](C[C@@H](C1)C)NC(OC(C)(C)C)=O tert-Butyl N-[(3R,5S)-1-(8-methoxyquinoxalin-5-yl)-5-methylpiperidin-3-yl]carbamate